ClC=1C=CC(=C(C1)[C@@H](N1C(C2=CC(=CC=C2C1)C1=CC=C(C=C1)N1CCNCC1)=O)C1=CC=2C(=NC=CC2)N1)O (R)-2-((5-chloro-2-hydroxyphenyl)(1H-pyrrolo[2,3-b]pyridin-2-yl)methyl)-6-(4-(piperazin-4-yl)phenyl)isoindolin-1-one